(5-cyclopropyl-7-(4-methylpiperazin-1-yl)pyrazolo[1,5-a]Pyridin-2-yl)methyl-pyridin-4-amine C1(CC1)C1=CC=2N(C(=C1)N1CCN(CC1)C)N=C(C2)CC2=NC=CC(=C2)N